OCCN1C=CC2=C1N=CNC2 7-(2-hydroxyethyl)-3H,4H,7H-pyrrolo[2,3-d]pyrimidin